C(C1=CC=CC=C1)(C1=CC=CC=C1)=NC(C#N)C1=NN=C(C2=CC=CC(=C12)Br)[2H] (benzhydrylideneamino)-2-(8-bromo-4-deuterio-phthalazin-1-yl)acetonitrile